4,4-bis(((E)-non-2-en-1-yl)oxy)butyronitrile C(\C=C\CCCCCC)OC(CCC#N)OC\C=C\CCCCCC